N1=CC=CC2=CC=NC(=C12)OC1CCN(CC1)C1=CC(N(C=2C=CC(=NC12)C#N)C)=O 8-(4-((1,7-naphthyridin-8-yl)oxy)piperidin-1-yl)-5-methyl-6-oxo-5,6-dihydro-1,5-naphthyridine-2-carbonitrile